dichlorodi-tert-butyl-(4-dimethylaminophenyl)phosphine palladium [Pd].ClC(C(C)(C)P(C1=CC=C(C=C1)N(C)C)C(C)(C)C)Cl